C(C1=CC=CC=C1)S(=O)(=O)[O-] Toluenesulphonate